N1N=CC(=C1)C=1C=CC(=C(C1)O)C=1SC=2N=C(SC2N1)OC1CC(NC(C1)(C)C)(C)C 5-(1H-Pyrazol-4-yl)-2-{5-[(2,2,6,6-tetramethylpiperidin-4-yl)oxy][1,3]thiazolo[5,4-d][1,3]thiazol-2-yl}phenol